ClCC1=CC(=NN1C)C(=O)N(C)C 5-(chloromethyl)-N,N,1-trimethyl-pyrazole-3-carboxamide